5-[[6-[(1-aminocyclopropyl)methylamino]-1-methyl-pyrazolo[3,4-d]pyrimidin-4-yl]amino]-2-chloro-benzonitrile NC1(CC1)CNC1=NC(=C2C(=N1)N(N=C2)C)NC=2C=CC(=C(C#N)C2)Cl